1-methyl-4,4'-bipyridine-1,1'-diium C[N+]1=CC=C(C=C1)C1=CC=[NH+]C=C1